1-[4-[[5-chloro-4-(ethylamino)-7-(2-trimethylsilylethoxymethyl)pyrrolo[2,3-d]pyrimidin-2-yl]amino]indazol-1-yl]-2-methyl-propan-2-ol ClC1=CN(C=2N=C(N=C(C21)NCC)NC2=C1C=NN(C1=CC=C2)CC(C)(O)C)COCC[Si](C)(C)C